4-((1R,3r)-3-((((1-(((1r,4R)-4-(4-amino-3-(difluoromethyl)-1H-Pyrazol-1-yl)cyclohexyl)methyl)piperidin-4-yl)oxy)methyl)cyclobutoxy)-3-methyl-1H-indazol-1-yl)piperidine NC=1C(=NN(C1)C1CCC(CC1)CN1CCC(CC1)OCC1(CCC1)O[C@]1(NN(C2=CC=CC=C12)C1CCNCC1)C)C(F)F